C(#N)CC1N(CCN(C1)C=1C2=C(N=C(N1)OC[C@H]1N(CCC1)C)CNCC2)C(=O)OCC2=CC=CC=C2 benzyl 2-(cyanomethyl)-4-(2-(((S)-1-methylpyrrolidin-2-yl)methoxy)-5,6,7,8-tetrahydropyrido[3,4-d]pyrimidin-4-yl)piperazine-1-carboxylate